hexafluorophosphate iridium (I) [Ir+].F[P-](F)(F)(F)(F)F